FC(C1=C(C=CC=C1)C1=CSC2=C1N=NC(=C2)C=2OC=1C(C2)=C(C=CC1)O)(F)F [7-[2-(trifluoromethyl)phenyl]thieno[3,2-c]pyridazin-3-yl]benzofuran-4-ol